ethyl 4-(N-(3,4-dimethoxybenzyl) acetamido)-1-(tetrahydro-2H-pyran-2-yl)-1H-pyrazole-3-carboxylate COC=1C=C(CN(C(C)=O)C=2C(=NN(C2)C2OCCCC2)C(=O)OCC)C=CC1OC